2-(4-bromo-2-fluoro-6-methoxy-3-propoxyphenyl)ethan-1-amine BrC1=C(C(=C(C(=C1)OC)CCN)F)OCCC